2-Methoxy-6-methylphenanthridine COC1=CC2=C3C=CC=CC3=C(N=C2C=C1)C